CN1N=CC(=C1)C1=C2C=NNC2=C(C=C1)B1OC(C(O1)(C)C)(C)C 4-(1-methyl-1H-pyrazol-4-yl)-7-(4,4,5,5-tetramethyl-1,3,2-dioxaborolan-2-yl)-1H-indazole